ClC=1C=CC(=NC1)NC=1SC=C(N1)C1=NC=CC=N1 N-(5-chloropyridin-2-yl)-4-(pyrimidin-2-yl)thiazol-2-amine